2-amino-4-(heptane-4-ylamino)-6-(4-(4-(2-hydroxyethyl)piperazine-1-carbonyl)-2-methoxybenzyl)pyridine NC1=NC(=CC(=C1)NC(CCC)CCC)CC1=C(C=C(C=C1)C(=O)N1CCN(CC1)CCO)OC